C1(=CC=CC=C1)[B-](C1=CC=CC=C1)(C1=CC=CC=C1)C1=CC=CC=C1.C(CCC)[PH3+] (n-butyl)phosphonium tetrakis(phenyl)borate